trans-5-((4-nitrobenzoyl)oxy)hexahydrocyclopenta[c]pyrrole-2(1H)-carboxylic acid tert-butyl ester C(C)(C)(C)OC(=O)N1CC2C(C1)CC(C2)OC(C2=CC=C(C=C2)[N+](=O)[O-])=O